5-(2,8-dimethyl[1,2,4]triazolo[1,5-a]pyrazin-6-yl)-2-{3-[(3S)-3-(propan-2-yl)piperazin-1-yl]-1,2,4-triazin-6-yl}phenol CC1=NN2C(C(=NC(=C2)C=2C=CC(=C(C2)O)C2=CN=C(N=N2)N2C[C@@H](NCC2)C(C)C)C)=N1